((1r,3r)-3-((5-(1-(2,2-difluoroethyl)-2-methyl-1H-imidazo[4,5-b]pyrazin-6-yl)pyrrolo[2,1-f][1,2,4]triazin-2-yl)amino)-1-methylcyclobutyl)(pyrrolidin-1-yl)methanone FC(CN1C(=NC=2C1=NC(=CN2)C=2C=CN1N=C(N=CC12)NC1CC(C1)(C)C(=O)N1CCCC1)C)F